2-(4-(methylamino)phenyl)benzo[d]thiazol-6-ol CNC1=CC=C(C=C1)C=1SC2=C(N1)C=CC(=C2)O